Trimethyl-propyl-ammonium C[N+](CCC)(C)C